1-(2-methoxyphenyl)-3-(2-propylbenzo[d]oxazol-6-yl)urea COC1=C(C=CC=C1)NC(=O)NC1=CC2=C(N=C(O2)CCC)C=C1